C(#N)[C@@H]1C[C@H]2N(C=3C(=NN=C(C3)C3=C(C(=CC=C3)F)O)N(C2)C(=O)OC(C)(C)C)C1 tert-butyl (6aR,8R)-8-cyano-2-(3-fluoro-2-hydroxyphenyl)-6a,7,8,9-tetrahydropyrrolo[1',2':4,5]pyrazino[2,3-c]pyridazine-5(6H)-carboxylate